N1N=CC2=C(C=CC=C12)CNC(C1=CN=C(C=C1)OC(F)(F)F)=O N-(1H-indazol-4-ylmethyl)-6-(trifluoromethoxy)-nicotinamide